FC=1C=CC=C2C(=CC(=NC12)C(=O)O)C 8-fluoro-4-methylquinoline-2-carboxylic acid